4-(2-Chloro-N-(1-methyl-1H-indazol-5-yl)acetamido)-N-phenethyltetrahydro-2H-pyran-4-carboxamide ClCC(=O)N(C=1C=C2C=NN(C2=CC1)C)C1(CCOCC1)C(=O)NCCC1=CC=CC=C1